OC1(CCC(CC1)CNC1=C(C=C(C=N1)S(=O)(=O)NC(C1=CC=CC=C1)=O)[N+](=O)[O-])C N-((6-((((1r,4r)-4-hydroxy-4-methylcyclohexyl)methyl)amino)-5-nitropyridin-3-yl)sulfonyl)benzamide